FC1=C(C(=C(C(=C1F)F)F)F)OC(CCOCCOCCOCCOCCNC(OCC1C2CCC#CCCC12)=O)=O 1-(bicyclo[6.1.0]non-4-yn-9-yl)-3-oxo-2,7,10,13,16-pentaoxa-4-aza-nonadecan-19-oic acid perfluorophenyl ester